3-((2,6-diazaspiro[3.3]heptan-2-yl)sulfonyl)-5'-methyl-4-pentyl-2'-(prop-1-en-2-yl)-1',2',3',4'-tetrahydro-[1,1'-biphenyl]-2,6-diol C1N(CC12CNC2)S(=O)(=O)C2=C(C(=C(C=C2CCCCC)O)C2C(CCC(=C2)C)C(=C)C)O